tert-Butyl 4-((7-bromo-4-oxo-3,4-dihydroquinazolin-6-yl)oxy)piperidine-1-carboxylate BrC1=C(C=C2C(NC=NC2=C1)=O)OC1CCN(CC1)C(=O)OC(C)(C)C